2,3,4,6-tetra-trimethylsilyl-alpha-D-glucopyranose chloride [Cl-].C[Si]([C@@]1([C@@H](O)O[C@@H]([C@]([C@@]1(O)[Si](C)(C)C)(O)[Si](C)(C)C)C(O)[Si](C)(C)C)O)(C)C